COC=1N=C2C(=CC=NC2=CC1OC)OC1=C(C=C(C=C1)NC(=O)C=1C(=NC(=C(C1OC)C1=CC=C(C=C1)F)C)COC)F N-[4-[(6,7-dimethoxy-1,5-naphthyridin-4-yl)oxy]-3-fluorophenyl]-5-(4-fluorophenyl)-4-methoxy-2-(methoxymethyl)-6-methylpyridine-3-carboxamide